C(N)(=O)C=1C=C(C=C(C1)F)C1=CC=C(C=C1)CC=1C(=C(SC1C)C)C(=O)NC1CC2(CC(C2)C(=O)O)C1 6-(4-((3'-carbamoyl-5'-fluoro-[1,1'-biphenyl]-4-yl)methyl)-2,5-dimethylthiophene-3-carboxamido)spiro[3.3]heptane-2-carboxylic acid